tert-butyl 3-(4-(4-butylphenyl)oxazol-2-yl)-2-(diethoxyphosphoryl)propanoate C(CCC)C1=CC=C(C=C1)C=1N=C(OC1)CC(C(=O)OC(C)(C)C)P(=O)(OCC)OCC